C(C)(C)(C)OC(=O)N(C1C2CN(CC12)C=1N=CC(=NC1)C(=O)O)C 5-[6-[Tert-Butoxycarbonyl-(methyl)amino]-3-azabicyclo[3.1.0]hexane-3-yl]pyrazine-2-carboxylic acid